N1C=NC=CC(=C1)C1=NC(=NN1)C(=O)N [1,3-diazepin-6-yl]-1,2,4-triazole-3-carboxamide